FC(C=1C=C(C=C(C1)C(F)(F)F)C1=NN=NN1)(F)F 5-(3,5-bis(trifluoromethyl)phenyl)-1H-tetrazole